N-(6-((1H-Pyrazol-1-yl)methyl)-4-methoxybenzo[d]isoxazol-3-yl)-3-bromo-2,6-dimethoxybenzenesulfonamide N1(N=CC=C1)CC1=CC2=C(C(=NO2)NS(=O)(=O)C2=C(C(=CC=C2OC)Br)OC)C(=C1)OC